2-(2-(benzo[d]thiazol-2-yl)-2-hydroxyethoxy)-6-bromophenol S1C(=NC2=C1C=CC=C2)C(COC2=C(C(=CC=C2)Br)O)O